(3Z)-6-(methoxymethoxy)-3-hexenylmagnesium chloride COCOCC\C=C/CC[Mg]Cl